C(C)C=1SC=C(N1)C(C)NC(=O)C1=CC(=NC=C1C)OC[C@H](C)NS(=O)(=O)C(F)(F)F N-[1-(2-ethylthiazol-4-yl)ethyl]-5-methyl-2-[(2S)-2-(trifluoromethylsulfonylamino)propoxy]pyridine-4-carboxamide